(S)-2-(4-chlorophenyl)-N-(5-fluorothiazol-2-yl)-3-methylbutanamide ClC1=CC=C(C=C1)[C@@H](C(=O)NC=1SC(=CN1)F)C(C)C